N1N=C(C=C1)C=1C=C2C=CC(NC2=CC1)=O 6-(1H-PYRAZOL-3-YL)-2(1H)-QUINOLINONE